(S)-2-((2-(2,6-difluoro-4-bromophenyl)-7-methylimidazo[1,2-a]pyridin-3-yl)-methyl)morpholine-4-carboxylic acid tert-butyl ester C(C)(C)(C)OC(=O)N1C[C@@H](OCC1)CC1=C(N=C2N1C=CC(=C2)C)C2=C(C=C(C=C2F)Br)F